2-(3-(5-(((S)-1-cyclopropylethyl)carbamoyl)-1H-pyrazol-3-yl)phenyl)-N-(1-cyclopropylpropyl)oxazole-5-carboxamide C1(CC1)[C@H](C)NC(=O)C1=CC(=NN1)C=1C=C(C=CC1)C=1OC(=CN1)C(=O)NC(CC)C1CC1